(1R,2S,3S,5S)-methyl 3-(4-bromophenyl)-8-(3-fluoropropyl)-8-azabicyclo-[3.2.1]octane-2-carboxylate BrC1=CC=C(C=C1)[C@@H]1[C@@H]([C@H]2CC[C@@H](C1)N2CCCF)C(=O)OC